4-nitrophenyl-4-(3-phenoxybenzyl)piperazine-1-carboxylic acid tert-butyl ester C(C)(C)(C)OC(=O)N1C(CN(CC1)CC1=CC(=CC=C1)OC1=CC=CC=C1)C1=CC=C(C=C1)[N+](=O)[O-]